P(=O)([O-])([O-])P(=O)([O-])[O-] hypodiphosphate